FC1(C2CC(CC(C1)N2C(=O)OC(C)(C)C)OC=2N=NC(=CC2)C=2C=CC(=C1C=NNC21)C2=CC(=NC=C2)C)F tert-butyl 6,6-difluoro-3-({6-[4-(2-methylpyridin-4-yl)-1H-indazol-7-yl] pyridazin-3-yl} oxy)-8-azabicyclo[3.2.1]octane-8-carboxylate